ClC1=CC=C(C=C1)C(Cl)Cl 1-chloro-4-(dichloromethyl)benzene